2-oxo-1,2,5,6,7,8-hexahydro-1,6-naphthyridine-6-carboxylic acid cyclopropylmethyl ester C1(CC1)COC(=O)N1CC=2C=CC(NC2CC1)=O